tert-butyl (S)-2-(4-phenyl-6-(4H-1,2,4-triazol-3-yl)indoline-1-carbonyl)pyrrolidine-1-carboxylate C1(=CC=CC=C1)C1=C2CCN(C2=CC(=C1)C1=NN=CN1)C(=O)[C@H]1N(CCC1)C(=O)OC(C)(C)C